3-methylene-2-oxopyrrole C=C1C(NC=C1)=O